N-Cyclopropyl-2-((1-(2-(1-(4-fluorophenyl)-2,5-dimethyl-1H-pyrrol-3-yl)-2-oxoethyl)piperidin-4-yl)oxy)acetamide C1(CC1)NC(COC1CCN(CC1)CC(=O)C1=C(N(C(=C1)C)C1=CC=C(C=C1)F)C)=O